(S)-2-((6-(tert-butyl)pyrimidin-4-yl)amino)-4-((2-(3,5-difluorophenoxy)ethyl)(4-(5,6,7,8-tetrahydro-1,8-naphthyridin-2-yl)butyl)amino)butanoic acid C(C)(C)(C)C1=CC(=NC=N1)N[C@H](C(=O)O)CCN(CCCCC1=NC=2NCCCC2C=C1)CCOC1=CC(=CC(=C1)F)F